NC1=CC2=C(N=CN=C2C2=C(C=CC=C2)N)N1C1=C(C(=CC=C1C)OC)C 6-amino-4-(2-aminophenyl)-7-(3-methoxy-2,6-dimethylphenyl)-7H-pyrrolo[2,3-d]pyrimidine